6-(7,8-dihydro-5H-1,6-naphthyridin-6-yl)-5-methyl-N-[[5-(trifluoromethyl)-2-pyridyl]methyl]pyridine-3-carboxamide N1=CC=CC=2CN(CCC12)C1=C(C=C(C=N1)C(=O)NCC1=NC=C(C=C1)C(F)(F)F)C